FC1=C(C=CC(=C1)F)NC1=NC=NC2=CC(=CC=C12)C=1C=NC(=CC1)N1CCN(CC1)C N-(2,4-difluorophenyl)-7-(6-(4-methylpiperazin-1-yl)pyridin-3-yl)quinazolin-4-amine